(R)-3-(((1-((tert-butyldiphenylsilyl)oxy)henicosan-2-yl)oxy)methyl)-5-fluorobenzonitrile [Si](C1=CC=CC=C1)(C1=CC=CC=C1)(C(C)(C)C)OC[C@@H](CCCCCCCCCCCCCCCCCCC)OCC=1C=C(C#N)C=C(C1)F